t-butyl 5-(4-(imidazo[1,2-a]pyridin-3-yl) (trifluoromethyl)benzyl)hexahydropyrrolo[3,4-c]pyrrole-2(1H)-carboxylate N=1C=C(N2C1C=CC=C2)C2=CC=C(C(N1CC3C(C1)CN(C3)C(=O)OC(C)(C)C)C(F)(F)F)C=C2